2-(4-(2-([1,2,4]triazolo[4,3-a]pyridin-7-yl)-3-isopropyl-1H-indol-5-yl)piperidin-1-yl)-N,N-dimethylacetamide N=1N=CN2C1C=C(C=C2)C=2NC1=CC=C(C=C1C2C(C)C)C2CCN(CC2)CC(=O)N(C)C